(3-aminophenyl)(2-(phenylmethoxy)phenyl)methanol NC=1C=C(C=CC1)C(O)C1=C(C=CC=C1)OCC1=CC=CC=C1